5-(((6aS,8R)-2-(3-fluoro-2-hydroxyphenyl)-6a-methyl-5,6,6a,7,8,9-hexahydropyrrolo[1',2':4,5]pyrazino[2,3-c]pyridazin-8-yl)oxy)-3,6-dimethylpicolinaldehyde FC=1C(=C(C=CC1)C=1C=C2C(=NN1)NC[C@]1(N2C[C@@H](C1)OC=1C=C(C(=NC1C)C=O)C)C)O